C(C)C1=C(C=2C(=NC=C(C2)C=2C(=NN(C2)C2CCNCC2)OC)N1S(=O)(=O)C1=CC=C(C)C=C1)C1=CC(=CC=C1)F 2-ethyl-3-(3-fluorophenyl)-5-(3-methoxy-1-(piperidin-4-yl)-1H-pyrazol-4-yl)-1-tosyl-1H-pyrrolo[2,3-b]pyridine